ClC=1C(=CC=2N(C1)C(=CN2)C2=CC=CC(=N2)N[C@H]2CNC[C@@H]2F)OC 6-(6-chloro-7-methoxyimidazo[1,2-a]pyridin-3-yl)-N-((3S,4S)-4-fluoropyrrolidin-3-yl)pyridin-2-amine